2-[1-[1-(2,6-dioxo-3-piperidyl)-3-methyl-indazol-5-yl]-4-piperidyl]acetic acid O=C1NC(CCC1N1N=C(C2=CC(=CC=C12)N1CCC(CC1)CC(=O)O)C)=O